(S)-N-(1-(7,8-difluoro-1-methoxyisoquinolin-4-yl)ethyl)-N,2-dimethylpropane-2-sulfinamide FC1=CC=C2C(=CN=C(C2=C1F)OC)C(C)N([S@@](=O)C(C)(C)C)C